resorcinol sodium salt [Na].C1(O)=CC(O)=CC=C1